BrCC1=CC(=C(N=N1)F)C1C(NC(CC1)=O)=O 3-(6-(Bromomethyl)-3-fluoropyridazin-4-yl)piperidine-2,6-dione